(3R,7ar)-3-(((methylsulfamoyl)amino)methyl)tetrahydro-1H-pyrrolizin CNS(=O)(=O)NC[C@H]1CCC2=CCCN12